P(=O)([O-])([O-])[O-].[Li+].[Co+2].[Ce+3].P(=O)([O-])([O-])[O-] cerium-cobalt-lithium phosphate